methyl (Z)-4-[[1-[2-(2-chlorophenyl)-4-(trifluoromethyl)phenyl]sulfonyl-4-fluoro-piperidine-4-carbonyl]amino]but-2-enoate ClC1=C(C=CC=C1)C1=C(C=CC(=C1)C(F)(F)F)S(=O)(=O)N1CCC(CC1)(C(=O)NC\C=C/C(=O)OC)F